FC(OC[C@H]1N(CCNC1)C1=CC=C(C(=O)OC)C=C1)F methyl (S)-4-(2-((difluoromethoxy)methyl)piperazin-1-yl)benzoate